CN(CCN(C1=C(C=C(C=C1)[N+](=O)[O-])O)C)C 2-[(2-dimethylamino-ethyl)-methyl-amino]-5-nitro-phenol